BrC=1C(=C2C(N(C(=NC2=CC1)C(CCC)N1CCN(CCC1)CC)CC)=O)Cl 6-bromo-5-chloro-3-ethyl-2-(1-(4-ethyl-1,4-diazepan-1-yl)butyl)quinazolin-4(3H)-one